(2R,3R,4S,5R)-4-(4-(3-fluorophenyl)-1H-1,2,3-triazol-1-yl)-2-(hydroxymethyl)-6-(methylamino)tetrahydro-2H-pyran-3,5-diol FC=1C=C(C=CC1)C=1N=NN(C1)[C@H]1[C@H]([C@H](OC([C@@H]1O)NC)CO)O